BrC=1C=CC(=NC1C)C(C(=O)OCC)C(=O)OCC diethyl 2-(5-bromo-6-methylpyridin-2-yl)malonate